(5-hexenyl)(9-decenyl)dichlorosilane C(CCCC=C)[Si](Cl)(Cl)CCCCCCCCC=C